BrC=1C(=NC(=NC1)N)OC(C)C 5-bromo-4-isopropoxypyrimidin-2-amine